Cl.CN(C1=CC=CC=C1)C dimethyl-aniline hydrochloride